C(CCCCC(=O)OOCC)(=O)OOCC bis(ethoxy) adipate